C1(=CC=C(C=C1)OC1=NC=CC(=N1)C(=O)O)C (p-tolyloxy)pyrimidine-4-carboxylic acid